3-(1-benzylpyrazol-4-yl)-4-hydroxy-piperidine-1-carboxylic acid benzyl ester C(C1=CC=CC=C1)OC(=O)N1CC(C(CC1)O)C=1C=NN(C1)CC1=CC=CC=C1